Benzyl [(1S,3R)-3-aminocyclohexyl]carbamate Hydrochloride Cl.N[C@H]1C[C@H](CCC1)NC(OCC1=CC=CC=C1)=O